m-(1-ethoxyethoxy)-benzaldehyde C(C)OC(C)OC=1C=C(C=O)C=CC1